ClC1=C(C=C(C(=C1)F)C)B(O)O (2-chloro-4-fluoro-5-methyl-phenyl)boronic acid